(S)-N-Boc-3-iodo-O-methyl-alpha-methyl-tyrosine benzyl ester C(C1=CC=CC=C1)OC([C@@](NC(=O)OC(C)(C)C)(CC1=CC(=C(C=C1)OC)I)C)=O